C(C)(C)(C)OC(=O)N1C(CC(C1)(F)F)C1=CC=C(C=C1)N1N=C(C=C1)N.S1C(SC2=C1C=CC=C2)CC(=O)C2=CC(=CC=C2)OC 2-(benzo[d][1,3]dithiol-2-yl)-1-(3-methoxyphenyl)ethan-1-one tert-butyl-2-[4-(3-aminopyrazol-1-yl)phenyl]-4,4-difluoro-pyrrolidine-1-carboxylate